N-[3-Methyl-1-(2-phenylethyl)piperidin-4-yl]-N-phenyl-butanamide CC1CN(CCC1N(C(CCC)=O)C1=CC=CC=C1)CCC1=CC=CC=C1